2-(iodomethyl)-5,8-dioxaspiro[3.4]octane ICC1CC2(C1)OCCO2